trans-N-((trans-4-(6-Cyano-5-methoxypyridin-2-yl)cyclohexyl)methyl)-4-hydroxy-N-(3-(2-isopropyloxazol-4-yl)phenyl)cyclohexanecarboxamide C(#N)C1=C(C=CC(=N1)[C@@H]1CC[C@H](CC1)CN(C(=O)[C@@H]1CC[C@H](CC1)O)C1=CC(=CC=C1)C=1N=C(OC1)C(C)C)OC